N=1C(=CN2C1C=NC=C2)S(=O)(=O)Cl imidazo[1,2-a]pyrazine-2-sulfonyl chloride